(2-(2-aminoethoxy)ethyl)carbamic acid tert-butyl ester C(C)(C)(C)OC(NCCOCCN)=O